OCC=1N=C(SC1[S@@](=O)(N)=NC(NC1=C2C(=NC3=C1CCC3)C(CC2)C)=O)C(C)(C)O (R)-4-(hydroxymethyl)-2-(2-hydroxypropan-2-yl)-N'-((3-methyl-1,2,3,5,6,7-hexahydrodicyclopenta[b,e]pyridin-8-yl)carbamoyl)thiazole-5-sulfonimidamide